2-(4-aminophenyl)-N-(4-((8-methoxy-5,6-dihydrobenzo[h]quinazolin-2-yl)amino)phenyl)acetamide NC1=CC=C(C=C1)CC(=O)NC1=CC=C(C=C1)NC1=NC=2C3=C(CCC2C=N1)C=C(C=C3)OC